C(C1=CC=C(C(=O)O)C=C1)(=O)O.CC(CCO)CCO (3-methyl-1,5-pentanediol) terephthalate